diiodo-1,2,3-triazole IC1=C(N=NN1)I